3-(3,4,5-trimethoxyphenyl)propan COC=1C=C(C=C(C1OC)OC)CCC